di((Z)-non-2-en-1-yl)-9-((4-(dimethylamino)butanoyl)oxy)heptadecane C(\C=C/CCCCCC)C(CCCCCCCC(CCCCCCCC)OC(CCCN(C)C)=O)C\C=C/CCCCCC